2-ethylhexyl phosphate mono(2-ethylhexyl)phosphate di-n-hexyl-2,3-diisopropylmaleate C(CCCCC)OC(\C(=C(/C(=O)OCCCCCC)\C(C)C)\C(C)C)=O.C(C)C(COP(=O)(O)O)CCCC.P(=O)(OCC(CCCC)CC)(O)O